5-((1-(3-(4-Amino-3,3-difluoropiperidin-1-yl)phenyl)-1H-imidazol-4-yl)amino)pyrazine-2-carbonitrile NC1C(CN(CC1)C=1C=C(C=CC1)N1C=NC(=C1)NC=1N=CC(=NC1)C#N)(F)F